COC1=CC=2C[C@@H](C2C=C1OC)CN(C(C)=O)C (S)-N-((3,4-dimethoxybicyclo[4.2.0]octa-1(6),2,4-trien-7-yl)methyl)-N-methylacetamide